(4-benzylpiperazin-1-yl)-(3,4-dimethoxy-phenyl)methanone C(C1=CC=CC=C1)N1CCN(CC1)C(=O)C1=CC(=C(C=C1)OC)OC